3-(2-naphthylmethylthio)-5,5-dimethyl-4,5-dihydroisoxazole C1=C(C=CC2=CC=CC=C12)CSC1=NOC(C1)(C)C